N-((S)-1-(((R)-1-(4-chlorothiazol-2-yl)-1-oxo-3-((S)-2-oxopyrrolidin-3-yl)propan-2-yl)amino)-3-cyclohexyl-1-oxopropan-2-yl)-4-methoxy-1H-indole-2-carboxamide ClC=1N=C(SC1)C([C@@H](C[C@H]1C(NCC1)=O)NC([C@H](CC1CCCCC1)NC(=O)C=1NC2=CC=CC(=C2C1)OC)=O)=O